3-(((2-Bromo-5-(trifluoromethyl)pyrazolo[1,5-a]pyrimidin-7-yl)amino)methyl)-3-phenylcyclopentan-1-ol BrC1=NN2C(N=C(C=C2NCC2(CC(CC2)O)C2=CC=CC=C2)C(F)(F)F)=C1